5,6-diphenoxy-4,7-bis[2-thienyl]benzo[c]1,2,5-thiadiazole O(C1=CC=CC=C1)C1=C(C=2C(=NSN2)C(=C1OC1=CC=CC=C1)C=1SC=CC1)C=1SC=CC1